O1C(COCC1)C(=O)N[C@H]1CC[C@H](CC1)N1N=CC(=C1C(=O)NC1=NC=C(C=C1F)C#CC1=CC=C(C=C1)F)Cl 1-(cis-4-(1,4-dioxane-2-carboxamido)cyclohexyl)-4-chloro-N-(3-fluoro-5-((4-fluorophenyl)ethynyl)pyridin-2-yl)-1H-pyrazole-5-carboxamide